C(C)OC1=C2C=C(NC2=CC=C1)C(=O)N[C@H](C(=O)N[C@H](C(=O)OC)C[C@H]1C(NCC1)=O)CC(C)C methyl (2S)-2-[[(2S)-2-[(4-ethoxy-1H-indole-2-carbonyl)amino]-4-methyl-pentanoyl]amino]-3-[(3S)-2-oxopyrrolidin-3-yl]propanoate